dibutyl-bis[(1-oxooctyl)oxy]stannane C(CCC)[Sn](OC(CCCCCCC)=O)(OC(CCCCCCC)=O)CCCC